(S)-3-(3-((R)-7-((2-hydroxyethyl)sulfonyl)-2,6,6-trimethyl-1-(2-methylhydrazineyl)-1-oxoheptan-2-yl)phenyl)propane-1,2-diyl diacetate C(C)(=O)OC[C@H](CC1=CC(=CC=C1)[C@](C(=O)NNC)(CCCC(CS(=O)(=O)CCO)(C)C)C)OC(C)=O